CN(C1C[C@@H]2COC[C@H](C1)N2C(=O)OC(C)(C)C)C=2N=NC(=CC2)C2=C1C=NN(C1=C(C=C2)N2N=CC=C2)COCC[Si](C)(C)C tert-butyl (1S,5R)-7-[methyl-[6-[7-pyrazol-1-yl-1-(2-trimethylsilyl ethoxymethyl)indazol-4-yl]pyridazin-3-yl]amino]-3-oxa-9-azabicyclo-[3.3.1]nonane-9-carboxylate